racemic-azole N1C=CC=C1